isodecyl hexadecanoate C(CCCCCCCCCCCCCCC)(=O)OCCCCCCCC(C)C